FC(C1=C2CNC(C2=CC=C1)=O)(F)F 4-(trifluoromethyl)-2,3-dihydroisoindol-1-one